CC1=NN(C2=CC(=CC=C12)N)CCCN1CCN(CC1)C 3-methyl-1-(3-(4-methylpiperazin-1-yl)propyl)-1H-indazol-6-amine